ClC1=C(C=C2C=C(N=CC2=C1)NC(=O)C1COC(CC1)C(F)(F)F)C1CCN(CC1)[C@]1(COC[C@H]1O)C (2S,5S)-N-(7-chloro-6-(1-((3S,4S)-4-hydroxy-3-methyltetrahydrofuran-3-yl)piperidin-4-yl)isoquinolin-3-yl)-6-(trifluoromethyl)tetrahydro-2H-pyran-3-carboxamide